(2R)-2-{[7-bromo-2-(1-methyl-1H-pyrazol-4-yl)[1,2,4]triazolo[1,5-c]quinazolin-5-yl]amino}-1-(2-oxa-6-azaspiro[3.3]hept-6-yl)propan-1-one BrC1=CC=CC=2C=3N(C(=NC12)N[C@@H](C(=O)N1CC2(COC2)C1)C)N=C(N3)C=3C=NN(C3)C